2-methyl-5-((1-methyl-1H-1,2,3-triazol-4-yl)methoxy)benzofuran-3-carboxylic acid CC=1OC2=C(C1C(=O)O)C=C(C=C2)OCC=2N=NN(C2)C